6-(2-furyl)-3-isopropyl-chromanone O1C(=CC=C1)C=1C=C2CC(C(OC2=CC1)=O)C(C)C